C(C)(C)(C)OC(=O)N1CCN(CC1)CC=1C=NC(=CC1)NC1=NC=CC(=N1)C1=CC2=C(N(N=C2C(=C1)F)C)C(C)C.C1(=CC=CC2=CC=CC=C12)C1=NC(=NC(=N1)C(Cl)(Cl)Cl)C(Cl)(Cl)Cl 2-(1-naphthyl)-4,6-bis(trichloromethyl)s-triazine tert-butyl-4-((6-((4-(7-fluoro-3-isopropyl-2-methyl-2H-indazol-5-yl)pyrimidin-2-yl)amino)pyridin-3-yl)methyl)piperazine-1-carboxylate